ClC1=C(C=CC=C1C1NCCC2=C1N=C(N2C)C(=O)N)C2=C(C(=CC=C2)C2NCCC1=C2N=C(N1C)C(=O)N)Cl (2,2'-dichlorobiphenyl-3,3'-diyl)bis(1-methyl-4,5,6,7-tetrahydro-1H-imidazo[4,5-c]pyridine-2-carboxamide)